tert-butyl 4-(azetidin-3-yl)-1,4-diazacycloheptane-1-carboxylate N1CC(C1)N1CCN(CCC1)C(=O)OC(C)(C)C